S(N)(=O)(=O)CCC(=O)O 3-sulfamoyl-propanoic acid